ClC1=CC=C(OC2=C(C=C(C=C2)CC=O)F)C=C1 2-(4-(4-chlorophenoxy)-3-fluorophenyl)acetaldehyde